[2-[[5-(piperazin-1-ylmethyl)pyridin-2-yl]amino]-8-piperidin-1-ylpyridino[3,4-d]pyrimidin-6-yl]methanol N1(CCNCC1)CC=1C=CC(=NC1)NC=1N=CC2=C(N1)C(=NC(=C2)CO)N2CCCCC2